FC1=C(C(=O)[O-])C=CC=C1.[Na+] Sodium 2-fluorobenzoate